5-{2-amino-[1,2,4]triazolo[1,5-a]pyridin-7-yl}-N-{[3-(cyclopropylmethoxy)pyridin-2-yl]methyl}-2-methoxypyridine-3-carboxamide NC1=NN2C(C=C(C=C2)C=2C=C(C(=NC2)OC)C(=O)NCC2=NC=CC=C2OCC2CC2)=N1